pentyl N-[6-[[[[(Z)-(1-methyl-1H-tetrazol-5-yl)phenylmethylene]amino]oxy]methyl]-2-pyridinyl]-carbamate CN1N=NN=C1\C(\C1=CC=CC=C1)=N/OCC1=CC=CC(=N1)NC(OCCCCC)=O